N1=C(C=NC=C1)C1=CC=C(C=C1)C1=CC=C(C=C1)N1N=NC=C1C(=O)O (4'-(pyrazin-2-yl)-[1,1'-biphenyl]-4-yl)-1H-1,2,3-triazole-5-carboxylic acid